C(#N)[C@H](C[C@@H]1C(NCC1)=O)NC(=O)[C@H]1N([C@H]2CC([C@@H]1CC2)(F)F)C(=O)C=2NC1=CC=CC(=C1C2)C(F)F (1R,3S,4R)-N-((S)-1-cyano-2-((R)-2-oxopyrrolidin-3-yl)ethyl)-2-(4-(difluoromethyl)-1H-indole-2-carbonyl)-5,5-difluoro-2-azabicyclo[2.2.2]octane-3-carboxamide